CN(CCCN1CN(CN(C1)CCCN(C)C)CCCN(C)C)C 1,3,5-tris(3-(dimethylamino)propyl)-hexahydro-1,3,5-triazine